B(O)(O)O.ClC1=C(C(=O)N([C@@H](CC(C)C)C(=O)O)NC(CCC2=C(C=C(C=C2)OC)OC)=O)C=C(C=C1)Cl (S)-N-(2,5-dichlorobenzoyl)-3-(2,4-dimethoxyphenyl)propionamido-D-leucine borate